(R)-N-(3-methyl-4-((1-methyl-1H-benzo[d]imidazol-5-yl)oxy)phenyl)-6a,7,9,10-tetrahydro-6H-[1,4]oxazino[4,3-d]pyrimido[5',4':4,5]pyrido[3,2-b][1,4]oxazin-4-amine CC=1C=C(C=CC1OC1=CC2=C(N(C=N2)C)C=C1)NC1=NC=NC2=C1C=1OC[C@@H]3N(C1N=C2)CCOC3